1-(4,5-dimethylthiophen-2-yl)-N-methyl-methylamine CC=1C=C(SC1C)CNC